C[N+](C)(C)C.C(CCCCCCCCCCCCCCC)S(=O)(=O)[O-] hexadecylsulfonate, tetramethylammonium salt